O=C1N(C=NN1)C1=CC=C(C=C1)C(F)(F)F 5-oxo-4-(4-(trifluoromethyl)phenyl)-4,5-dihydro-1H-1,2,4-triazol